6-chloro-3-[8-methoxyimidazo[1,2-a]pyridin-7-yl]-1-[[2-(trimethylsilyl)ethoxy]methyl]pyrrolo[2,3-b]pyridine ClC1=CC=C2C(=N1)N(C=C2C2=C(C=1N(C=C2)C=CN1)OC)COCC[Si](C)(C)C